[In].[Ga].[B].[Fe].[Nd] neodymium-iron-boron-gallium-indium